8-methoxy-N-methyl-7-[3-(pyrrolidin-1-yl)propoxy]-1H,2H,3H-pyrrolo[3,2-c]quinolin-4-amine trifluoroacetate FC(C(=O)O)(F)F.COC1=CC=2C3=C(C(=NC2C=C1OCCCN1CCCC1)NC)CCN3